estradiol-d4 [2H]C1=CC2=C(CC[C@@H]3[C@@H]2CC[C@]4([C@H]3CC([C@@H]4O)([2H])[2H])C)C(=C1O)[2H]